(1R,5S)-5-[bis(t-butoxycarbonyl)amino]cyclohex-3-ene-1-carboxylic acid methyl ester COC(=O)[C@@H]1CC=C[C@H](C1)N(C(=O)OC(C)(C)C)C(=O)OC(C)(C)C